4,6-dichloro-2-propylsulfanyl-5-aminopiperidine ClC1CC(NC(C1N)Cl)SCCC